FC(C1=C(C=C2CCCN(C2=C1)C1=C2CN(C(N(C2=CC(=C1)CC)C)=O)C)C=1C=CC(=NC1)C(=O)[O-])F.[Li+] lithium 5-(7-(difluoromethyl)-1-(7-ethyl-1,3-dimethyl-2-oxo-1,2,3,4-tetrahydroquinazolin-5-yl)-1,2,3,4-tetrahydroquinolin-6-yl)picolinate